NC=1N=NC(=CC1N1C[C@](CCC1)(F)C1=CC=C(C(=O)O)C=C1)C1=C(C=CC=C1)O |o1:9| (R*)-4-(1-(3-Amino-6-(2-hydroxyphenyl)pyridazin-4-yl)-3-fluoropiperidin-3-yl)benzoic acid